Dibenzyltoluol C(C1=CC=CC=C1)C=1C(=C(C=CC1)C)CC1=CC=CC=C1